(trans)-2,6-dimethyl-morpholine C[C@@H]1CNC[C@H](O1)C